CC1(C(NC(CC1)=O)=O)N1C(C2=CC=CC(=C2C1=O)NC1=CC(=CC=C1)COC1=CC=CC=C1)=O 2-(3-methyl-2,6-dioxopiperidin-3-yl)-4-((3-(phenoxymethyl)phenyl)amino)isoindoline-1,3-dione